N-(2-chloropyridin-3-yl)-5-methoxy-1-methyl-6-oxo-2-(1-phenyl-1,2,3,4-tetrahydroisoquinolin-2-yl)-1,6-dihydropyrimidine-4-carboxamide ClC1=NC=CC=C1NC(=O)C=1N=C(N(C(C1OC)=O)C)N1C(C2=CC=CC=C2CC1)C1=CC=CC=C1